1-(biphenyl-4-yl)ethan C1(=CC=C(C=C1)CC)C1=CC=CC=C1